8-Bromo-4-(morpholin-4-yl)isoquinoline-3-carboxylic acid BrC=1C=CC=C2C(=C(N=CC12)C(=O)O)N1CCOCC1